2-fluoro-5-((4-oxo-3,4-dihydrophthalazine-1-yl)methyl)benzoic acid FC1=C(C(=O)O)C=C(C=C1)CC1=NNC(C2=CC=CC=C12)=O